OC=1C(=CC2=CN(N=C2C1C)C)C=1N=CC2=C(N1)C=CN(C2=O)[C@H]2[C@@H]1CN([C@H](C2)C1)C(=O)OC(C)(C)C tert-butyl (1S,4S,5R)-5-[2-(6-hydroxy-2,7-dimethyl-indazol-5-yl)-5-oxo-pyrido[4,3-d]pyrimidin-6-yl]-2-azabicyclo[2.2.1]heptane-2-carboxylate